[NH4+].[NH4+].[NH4+].C(CC(O)(C(=O)O)CC(=O)O)(=O)O citric acid tri-ammonium